4-[(4-chloropyrazol-1-yl)methyl]-2-(7,8-difluoro-3-quinolyl)-6,6-dimethyl-4,5-dihydro-1,3-thiazine ClC=1C=NN(C1)CC1N=C(SC(C1)(C)C)C=1C=NC2=C(C(=CC=C2C1)F)F